N1(N=NC2=C1C=CC=C2)OC2=NC=C(C(=N2)C2=CC=C1CN(C(C1=C2)=O)[C@@H](C(=O)N[C@H](CO)C=2C=C(C=CC2)C)C)Cl (R)-2-(6-(2-((1H-benzo[d][1,2,3]triazol-1-yl)oxy)-5-chloropyrimidin-4-yl)-1-oxoisoindolin-2-yl)-N-((S)-2-hydroxy-1-(m-tolyl)ethyl)propanamide